3-fluoro-2,2-dimethyl-5-(4,4,5,5-tetramethyl-1,3,2-dioxaborolane-2-yl)-2,3-dihydrobenzo[b]thiophene-1,1-dioxide FC1C2=C(S(C1(C)C)(=O)=O)C=CC(=C2)B2OC(C(O2)(C)C)(C)C